3-(3-Azaspiro[5.5]undecan-9-yl)propionic acid ethyl ester C(C)OC(CCC1CCC2(CCNCC2)CC1)=O